cyclopentandiene C1=CC=CC1